ClC=1C2=C(N=CN1)C=C(C(=N2)N2CCN(C1(CC1)C2)C(=O)OC(C)(C)C)F tert-butyl 7-(4-chloro-7-fluoro-pyrido[3,2-d]pyrimidin-6-yl)-4,7-diazaspiro[2.5]octane-4-carboxylate